C(C)C=1C=C(C=CC1)C=1C=C(C(=NC1)C(=O)N1CCC(CC1)CN1CCN(CC1)CC(=O)N1CCN(CC1)C(=O)C=1C=C(C=CC1F)CC1=NNC(C2=CC=CC=C12)=O)NC(C)C 4-[[3-[4-[2-[4-[[1-[5-(3-ethylphenyl)-3-(isopropylamino)pyridine-2-carbonyl]-4-piperidyl]methyl]piperazin-1-yl]acetyl]piperazine-1-carbonyl]-4-fluoro-phenyl]methyl]-2H-phthalazin-1-one